FC=1C=C(CC=2C=C3C(=NNC3=CC2)NC(C2=C(C=C(C=C2)N2CCC(CC2)N(C)CC=2C=C3CN(C(C3=CC2)=O)C2C(NC(CC2)=O)=O)NC2CCOCC2)=O)C=C(C1)F N-(5-(3,5-difluorobenzyl)-1H-indazol-3-yl)-4-(4-(((2-(2,6-dioxopiperidin-3-yl)-1-oxoisoindolin-5-yl)methyl)(methyl)amino)piperidin-1-yl)-2-((tetrahydro-2H-pyran-4-yl)amino)benzamide